COC=1C(=C(C(=O)[O-])C=CC1)[N+](=O)[O-] 3-methoxy-2-nitrobenzoate